N'-(5-bromo-6-(((3-methoxyphenyl)(methyl)(oxo)-λ6-sulfaneylidene)amino)-2-methylpyridin-3-yl)-N-ethyl-N-methylformimidamide BrC=1C=C(C(=NC1N=S(=O)(C)C1=CC(=CC=C1)OC)C)N=CN(C)CC